bis(tetramethylguanidino)naphthalene CN(C(N(C)C1=C(C2=CC=CC=C2C=C1)N(C(=NC)N(C)C)C)=NC)C